C1(CC1)[C@@]1(NC(NC1=O)=O)CNC(=O)C=1C(=CC=CC1)C1=CC=C(C=C1)F N-{[(4R)-4-cyclopropyl-2,5-dioxoimidazolidin-4-yl]methyl}-4'-fluoro[biphenyl]-2-carboxamide